3-(2-chloro-4-fluorophenoxy)-N-(3-sulfamylphenyl)quinoxaline-2-carboxamide ClC1=C(OC=2C(=NC3=CC=CC=C3N2)C(=O)NC2=CC(=CC=C2)S(N)(=O)=O)C=CC(=C1)F